OC[C@@H]1[C@H](NC(C1)=O)COC1=NC=CC2=CC(=C(C=C12)OC(C)C)C(=O)N 1-{[(2s,3s)-3-(hydroxymethyl)-5-oxopyrrolidin-2-yl]methoxy}-7-(prop-2-yloxy)isoquinoline-6-carboxamide